CC1=C(C=CC=C1CN)C1=CC=CC=C1 (2-methyl-[1,1'-biphenyl]-3-yl)methanamine